C(C)(C)(C)C1(CCC(CC1)OOC1CCC(CC1)(C(C)(C)C)C(C)(C)C)C(C)(C)C 4,4-di-t-butylcyclohexyl peroxide